2-[(2S)-2-methylazetidin-1-yl]-4-pyridazin-4-yl-6,7-dihydro-5H-cyclopenta[d]pyrimidine C[C@@H]1N(CC1)C=1N=C(C2=C(N1)CCC2)C2=CN=NC=C2